FC(C=1C=C(C=CC1)C=CC(C)=O)(F)F 4-[3-(trifluoromethyl)phenyl]-but-3-en-2-one